C(C1=CC=CC=C1)N(C=1C(=NC(=C(C1)F)Br)OC)CC1=CC=CC=C1 N,N-dibenzyl-6-bromo-5-fluoro-2-methoxy-pyridin-3-amine